methyl 3-(3H-[1,2,3]triazolo[4,5-b]pyridin-5-yl)-5-nitrobenzoate N1=NNC2=NC(=CC=C21)C=2C=C(C(=O)OC)C=C(C2)[N+](=O)[O-]